Cl.COC(=O)[C@@H]1CNCCC1 (S)-piperidine-3-carboxylic acid methyl ester hydrochloride